chloro-2-(chloromethyl)-6-(trifluoromethyl)imidazo[1,2-a]pyridine ClC1=C(N=C2N1C=C(C=C2)C(F)(F)F)CCl